(3R,5S)-4-(7-chloro-6-cyano-2-(((S)-1-methylpyrrolidin-2-yl)methoxy)quinazolin-4-yl)-3,5-dimethylpiperazine-1-carboxylic acid tert-butyl ester C(C)(C)(C)OC(=O)N1C[C@H](N([C@H](C1)C)C1=NC(=NC2=CC(=C(C=C12)C#N)Cl)OC[C@H]1N(CCC1)C)C